FC(OC1=CC=C(C=N1)CNC(C1=C(C=CC(=C1)C1=NC=CC=C1C=O)F)=O)F N-((6-(Difluoromethoxy)pyridin-3-yl)methyl)-2-fluoro-5-(3-formylpyridin-2-yl)benzamide